C(C1=CC=CC=C1)N(C(C(=C)C)=O)C1=C(C=C(C=C1)Cl)Br N-benzyl-N-(2-bromo-4-chlorophenyl)methacrylamide